5-nitroindoline [N+](=O)([O-])C=1C=C2CCNC2=CC1